ClC=1C(=C2C=C(NC(C2=C(N1)Cl)=O)C1COC1)F 6,8-dichloro-5-fluoro-3-(oxetan-3-yl)-2H-2,7-naphthyridin-1-one